1-(4-(4-Methoxyphenyl)oxazol-2-yl)-N-((1-(4-methylbenzyl)pyrrolidin-3-yl)methyl)piperidine-4-carboxamide COC1=CC=C(C=C1)C=1N=C(OC1)N1CCC(CC1)C(=O)NCC1CN(CC1)CC1=CC=C(C=C1)C